COC(=O)N1CC=2C3=C(C=CC2CC1)N(C(=N3)N3CCCCC3)[C@@H](CC=3C=C(C(=O)O)C=CC3)C 3-[(2R)-2-[8-(methoxycarbonyl)-2-(piperidin-1-yl)-3H,6H,7H,8H,9H-imidazo[4,5-h]isoquinolin-3-yl]propyl]benzoic acid